N5-(4-(2-ethyl-2H-tetrazol-5-yl)phenethyl)-2-(furan-2-yl)-[1,2,4]triazolo[1,5-a][1,3,5]triazine-5,7-diamine C(C)N1N=C(N=N1)C1=CC=C(CCNC2=NC=3N(C(=N2)N)N=C(N3)C=3OC=CC3)C=C1